diethyl 5',5'''-(2,5-bis(hexyloxy)-1,4-phenylene)bis([2,2'-bithiophene]-3-carboxylate) C(CCCCC)OC1=C(C=C(C(=C1)C1=CC=C(S1)C=1SC=CC1C(=O)OCC)OCCCCCC)C1=CC=C(S1)C=1SC=CC1C(=O)OCC